3-(piperidin-2-yl)-5-(p-tolyl)isoxazole Selenium [Se].N1C(CCCC1)C1=NOC(=C1)C1=CC=C(C=C1)C